[2H]OC Methanol-d1